C[Si](CCOCN1N=C(N=C1)N)(C)C 1-((2-(trimethylsilyl)ethoxy)methyl)-1H-1,2,4-triazol-3-amine